C(#N)C1=C(C=CC(=C1)C(F)(F)F)N1CCC(CC1)(C(=O)N[C@H]1CN(CC1)C)C=1N=NC(=CC1)C=1C(=NC=CC1)OCC 1-[2-cyano-4-(trifluoromethyl)phenyl]-4-[6-(2-ethoxypyridin-3-yl)pyridazin-3-yl]-N-[(3R)-1-methylpyrrolidin-3-yl]piperidine-4-carboxamide